P(OCC)(OC)[O-] monoethyl methyl phosphite